5-((diethoxyphosphoryl)difluoromethyl)thieno[2,3-b]pyridine-2-carboxylic acid C(C)OP(=O)(OCC)C(C=1C=C2C(=NC1)SC(=C2)C(=O)O)(F)F